rel-4-ethyl-3-(5-fluoro-2-methyl-6-{[(1r,4r)-4-(trifluoromethyl)-cyclohexyl]oxy}pyrimidin-4-yl)-1H,4H,5H-pyrrolo[3,2-b]pyridin-5-one C(C)N1C2=C(C=CC1=O)NC=C2C2=NC(=NC(=C2F)OC2CCC(CC2)C(F)(F)F)C